FC=1C=NC(=NC1)C=1C=C(C=CC1C(F)(F)F)NC(=O)N1[C@H]2C[C@@H](C[C@@]1(C2)C=2OC(=NN2)C)C (1R,3S,5S)-N-(3-(5-fluoropyrimidin-2-yl)-4-(trifluoromethyl)phenyl)-3-methyl-1-(5-methyl-1,3,4-oxadiazol-2-yl)-6-azabicyclo[3.1.1]heptane-6-carboxamide